[N+](=O)([O-])C1=CC=C2C(=CC=NC2=C1O)O 7-nitroquinoline-4,8-diol